2-(3,5-dimethoxyphenyl)tetrahydro-4H-pyran-4-one COC=1C=C(C=C(C1)OC)C1OCCC(C1)=O